CC(CC)SC1=CC(=C(C=C1OC)CCN)OC 2-(4-butan-2-ylsulfanyl-2,5-dimethoxyphenyl)ethanamine